piperazin-1-carbaldehyd N1(CCNCC1)C=O